(E)-3,4',5-trihydroxystilbene OC=1C=C(C=C(C1)O)\C=C\C1=CC=C(C=C1)O